C1(CC1)C(=O)NC1=CC=2N(C(=N1)C1=CC=C(C=C1)S(=O)(=O)O)N=C(N2)C 4-[7-(cyclopropanecarbonylamino)-2-methyl-[1,2,4]triazolo[1,5-c]pyrimidin-5-yl]benzenesulfonic acid